2-Butyl-5-(4-methoxyphenyl)-5,6,11,11a-tetrahydro-1H-imidazo[1',5':1,6]pyrido[3,4-b]indole-1,3(2H)-dione C(CCC)N1C(N2C(C=3NC=4C=CC=CC4C3CC2C1=O)C1=CC=C(C=C1)OC)=O